4-[2-(4-chlorophenoxy)-5-(methylsulfonyl)phenyl]-6-methyl-1,6-dihydro-7H-pyrrolo[2,3-c]pyridin-7-one ClC1=CC=C(OC2=C(C=C(C=C2)S(=O)(=O)C)C=2C3=C(C(N(C2)C)=O)NC=C3)C=C1